C(C)(=O)N(CCC(=O)O)CCCC 3-(acetyl-(butyl)amino)propionic acid